N1N=CC2=CC=C(C=C12)C=1N=C(C=2N(C1)N=CN2)NC2=CC=C(C=C2)N2CCC(CC2)(O)C 1-(4-((6-(1H-indazol-6-yl)-[1,2,4]triazolo[1,5-a]pyrazin-8-yl)amino)phenyl)-4-methylpiperidin-4-ol